FC=1C=C(OC2=C3CC([C@H](C3=C(C=C2)SC(F)(F)F)O)(F)F)C=C(C1)F (1S)-4-(3,5-difluorophenoxy)-2,2-difluoro-7-(trifluoromethylsulfanyl)indan-1-ol